FC1(CCN(CC1)C1=NC(=CC(=N1)C1=CC(=NN1)C1=C(C=C(C=C1)NS(=O)(=O)CCO)N1CCC2(CC2)CC1)C)F N-(4-(5-(2-(4,4-difluoropiperidin-1-yl)-6-methylpyrimidin-4-yl)-1H-pyrazol-3-yl)-3-(6-azaspiro[2.5]oct-6-yl)phenyl)-2-hydroxyethanesulfonamide